6-bromo-N-(3-chloro-4-((1-methyl-1H-pyrazol-3-yl)oxy)phenyl)quinazolin-4-amine BrC=1C=C2C(=NC=NC2=CC1)NC1=CC(=C(C=C1)OC1=NN(C=C1)C)Cl